[Si](C)(C)(C(C)(C)C)O[C@H]1C[C@H](C2C1C(=NO2)C=2C=CC(=C(C(=O)O)C2)OC)O[Si](C)(C)C(C)(C)C 5-((4S,6R)-4,6-bis((tert-butyldimethylsilyl)oxy)-3a,5,6,6a-tetrahydro-4H-cyclopenta[d]isoxazol-3-yl)-2-methoxybenzoic acid